tert-Butyl 2-methyl-4-(((trifluoromethyl)sulfonyl)oxy)-5,7-dihydro-6H-pyrrolo[3,4-d]pyrimidine-6-carboxylate CC=1N=C(C2=C(N1)CN(C2)C(=O)OC(C)(C)C)OS(=O)(=O)C(F)(F)F